FC(C1=CC=C(C=N1)N1CCN(CC1)C(=O)OC(C)(C)C)F Tert-butyl 4-(6-(difluoromethyl)pyridin-3-yl)piperazine-1-carboxylate